OC1=CC=C(C=C1)CC(=O)NS(=O)(=O)C 2-(4-hydroxyphenyl)-N-(methylsulfonyl)acetamide